(5S)-5'-[7,7-difluoro-2-[(2R)-2-(fluoromethyl)azetidin-1-yl]-5,6-dihydrocyclopenta[d]pyrimidin-4-yl]-3-methyl-spiro[imidazolidine-5,1'-indane]-2,4-dione FC1(CCC2=C1N=C(N=C2C=2C=C1CC[C@]3(C1=CC2)C(N(C(N3)=O)C)=O)N3[C@H](CC3)CF)F